((3-Methoxy-4-(phosphonooxy)benzoyl)oxy)methyl 5-(1-(2-amino-2-oxoethyl)piperidin-4-yl)-2-(7,8-dimethyl-[1,2,4]triazolo[1,5-a]pyridin-6-yl)-3-isopropyl-1H-indole-1-carboxylate NC(CN1CCC(CC1)C=1C=C2C(=C(N(C2=CC1)C(=O)OCOC(C1=CC(=C(C=C1)OP(=O)(O)O)OC)=O)C=1C(=C(C=2N(C1)N=CN2)C)C)C(C)C)=O